[C@H]12CNC[C@H](CC1)N2C=2C=C(C(=C1C(N(C(C21)=O)C2C(NC(CC2)=O)=O)=O)F)F 7-((1R,5S)-3,8-diazabicyclo[3.2.1]octan-8-yl)-2-(2,6-dioxopiperidin-3-yl)-4,5-difluoroisoindoline-1,3-dione